C(C)(C)(C)CC(C)(N(P([O-])[O-])C(C)C)C(C)(C)C di-tert-Butyl-diisopropylphosphoramidit